C(C)OC1=CC=C(C=N1)C1=CN=CC(=N1)C(=O)NO[C@H](C)C1=C(C=CC=C1)F (R)-6-(6-ethoxypyridin-3-yl)-N-(1-(2-fluorophenyl)ethoxy)pyrazine-2-carboxamide